6-bromo-7-methoxy-1-methyl-1H-indene BrC1=CC=C2C=CC(C2=C1OC)C